N-vinyl-N-isobutylcarboxamide C(=C)N(C=O)CC(C)C